C(C)N1C(N(C(C2=C1C(OC2(C)C)(O)C2=C(C#N)C=C(C=C2)C)=O)O)=O (1-ethyl-3,7-dihydroxy-5,5-dimethyl-2,4-dioxo-1,2,3,4,5,7-hexahydro-furo[3,4-d]pyrimidin-7-yl)-5-methylbenzonitrile